tert-butyl 2-(3-chloro-5-(3-((2-(2,6-dioxopiperidin-3-yl)-3-oxoisoindolin-5-yl)methyl)ureido)-2-methylphenyl)acetate ClC=1C(=C(C=C(C1)NC(=O)NCC=1C=C2C(N(CC2=CC1)C1C(NC(CC1)=O)=O)=O)CC(=O)OC(C)(C)C)C